CC1(O[C@H]2[C@@H](O1)O[C@@H]([C@H]2OCC2=CC1=CC=CC=C1C=C2)CO)C ((3aR,5R,6R,6aR)-2,2-Dimethyl-6-(naphthalen-2-ylmethoxy)tetrahydrofuro[2,3-d][1,3]dioxol-5-yl)methanol